ClC1=CC=C(C=C1)C1=N[C@H](C=2N(C3=C1C=C(C=C3)OCCCCCCNC(=O)C3=CC=C(C=C3)B(O)O)C(=NN2)C)CC(=O)NCC (4-((6-(((4S)-6-(4-chlorophenyl)-4-(2-(ethylamino)-2-oxoethyl)-1-methyl-4H-benzo[f][1,2,4]triazolo[4,3-a][1,4]diazepin-8-yl)oxy)hexyl)carbamoyl)phenyl)boronic acid